mono(methyl) carbonate C(OC)([O-])=O